2-(2-(6-oxaspiro[4.5]decan-9-yl)pyridin-3-yl)-N-(3-chlorophenyl)ethanamine hydrochloride Cl.C1CCCC12OCCC(C2)C2=NC=CC=C2CCNC2=CC(=CC=C2)Cl